(Sa)-6-(((benzyloxy) carbonyl) amino)-spiro[3.3]heptane-2-carboxylate C(C1=CC=CC=C1)OC(=O)NC1CC2(CC(C2)C(=O)[O-])C1